hexadecyl-N,N,N-trimethylammonium C(CCCCCCCCCCCCCCC)[N+](C)(C)C